N-(tetrahydro-2H-pyran-4-yl)picolinamide O1CCC(CC1)NC(C1=NC=CC=C1)=O